tert-butyl (R)-(1-(4-bromophenyl)-2-((tert-butyldimethylsilyl)oxy)ethyl)carbamate BrC1=CC=C(C=C1)[C@H](CO[Si](C)(C)C(C)(C)C)NC(OC(C)(C)C)=O